adipic dihydrazide C(CCCCC(=O)NN)(=O)NN